COC=1C=C2C(=CC=NC2=CC1OC)OC1=CC=C(C=C1)N1C(N(CC1=O)C1=CC(=CC(=C1)C(F)(F)F)OCCN1CCCC1)=O 3-{4-[(6,7-dimethoxy-4-quinolinyl)oxy]phenyl}-1-{3-[2-(1-pyrrolidinyl)ethoxy]-5-(trifluoromethyl)phenyl}-2,4-imidazolidinedione